4-(2-fluoro-3-(4,4,5,5-tetramethyl-1,3,2-dioxaborolan-2-yl)phenyl)-3-methyl-4H-1,2,4-triazole FC1=C(C=CC=C1B1OC(C(O1)(C)C)(C)C)N1C(=NN=C1)C